ClC1=CC=C(C(=N1)OCC1=C(C=C(C=C1)Cl)F)F 6-chloro-2-((4-chloro-2-fluorobenzyl)oxy)-3-fluoropyridine